1H-imidazo[4,5-B]pyridin-2-thiol N1C(=NC2=NC=CC=C21)S